OC(C)N(C(C)O)C(C)O tris(α-hydroxyethyl)amine